N-(4-(5-acetyl-2-(4-fluorophenyl)-4,5,6,7-tetrahydropyrazolo[1,5-a]pyrazin-3-yl)pyridin-2-yl)-2-chloroacetamide C(C)(=O)N1CC=2N(CC1)N=C(C2C2=CC(=NC=C2)NC(CCl)=O)C2=CC=C(C=C2)F